1,2-bis[5-(1-methylhydrazinyl)tetrazole-1-yl]ethane CN(N)C1=NN=NN1CCN1N=NN=C1N(N)C